CC(C)(C)[Si](OCC=C(CCC=C(CCC=C(C)C)C)C)(C)C (1,1-dimethylethyl)dimethyl[(3,7,11-trimethyl-2,6,10-dodecatrienyl)oxy]silane